N-[1-[2-(5-cyano-2-pyridyl)-1,2,4-triazol-3-yl]ethyl]-5-(trifluoromethyl)-2,3-dihydropyrrolo[2,3-c]pyridine-1-carboxamide C(#N)C=1C=CC(=NC1)N1N=CN=C1C(C)NC(=O)N1CCC=2C1=CN=C(C2)C(F)(F)F